5,6-bis(3-fluoro-4-hydroxyphenyl)-N-isopentyl-N-(4-methoxyphenyl)-7-oxabicyclo[2.2.1]hept-5-ene-2-sulfonamide FC=1C=C(C=CC1O)C=1C2CC(C(C1C1=CC(=C(C=C1)O)F)O2)S(=O)(=O)N(C2=CC=C(C=C2)OC)CCC(C)C